5-cyclopropyl-4-fluoro-1H-pyrazole C1(CC1)C1=C(C=NN1)F